3-bromo-5-chloro-N-(5,7-dimethylbenzofuran-6-yl)pyridin-2-amine BrC=1C(=NC=C(C1)Cl)NC1=C(C2=C(C=CO2)C=C1C)C